2,3-bis(dodecylthio)propyl(2-(dimethylamino)ethyl)carbamate C(CCCCCCCCCCC)SC(CN(C([O-])=O)CCN(C)C)CSCCCCCCCCCCCC